ClCC(CNC(=O)C=1NC=C2NC(=NCC21)C2=NNC1=CC(=CC=C21)C2=C(C=C(C(=C2)F)O)CC)O N-(3-Chloro-2-hydroxypropyl)-2-(6-(2-ethyl-5-fluoro-4-hydroxyphenyl)-1H-indazol-3-yl)-4,6-dihydropyrrolo[3,4-d]pyrimidin-5(1H)-carboxamide